N(=[N+]=[N-])C1=CC=C(OC2=CC(=NC=C2)C(=O)NC)C=C1 4-(4-azidophenoxy)-N-methylpyridineamide